C1(CC1)CN1N=CC(=N1)S(=O)(=O)NC1(CCN(CC1)C=1C=C2C=NN(C2=CC1C)C1=CC=C(C=C1)F)C 2-(cyclopropylmethyl)-N-(1-(1-(4-fluorophenyl)-6-methyl-1H-indazol-5-yl)-4-methylpiperidin-4-yl)-2H-1,2,3-triazole-4-sulfonamide